6,7-difluoro-N-(2-(N-methylsulfamoyl)pyridin-4-yl)quinoline-3-carboxamide FC=1C=C2C=C(C=NC2=CC1F)C(=O)NC1=CC(=NC=C1)S(NC)(=O)=O